COC(=O)C1=NN(C=C1)CCCC1CCN(CC1)C 1-(3-(1-methylpiperidin-4-yl)propyl)-1H-pyrazole-3-carboxylic acid methyl ester